NC1=NN(C2=NC(=C(C=C21)F)N2CCCC2)C(=O)C2=C(C=CC=C2)Cl (3-amino-5-fluoro-6-(pyrrolidin-1-yl)-1H-pyrazolo[3,4-b]pyridin-1-yl)(2-chlorophenyl)methanone